ClC1=CC=C(C=C1)N=C(CSC)N1C=NC=C1 N-(4-Chlorophenyl)-1-(1H-imidazol-1-yl)-2-(methylthio)ethan-1-imine